COC(C(C1=CC=CC=C1)(F)C1=CC(=CC=C1)Cl)=O 2-(3-chlorophenyl)-2-fluoro-2-phenylacetic acid methyl ester